COC1=CC=C(C(C2=CC=C(C=C2)OC)=NO)C=C1 4,4'-dimethoxybenzophenone oxime